4-(aminomethyl)-N-cyclopropylbenzamide hydrochloride Cl.NCC1=CC=C(C(=O)NC2CC2)C=C1